FC=1C=C(C=C(C1)F)[C@@H]1CC[C@H]2OC3(C(N21)=O)CC(C3)OC3=NC=CC=2N3C=CN2 (1r,3R,5'S,7a'R)-5'-(3,5-difluorophenyl)-3-[(imidazo[1,2-c]pyrimidin-5-yl)oxy]tetrahydro-3'H-spiro[cyclobutane-1,2'-pyrrolo[2,1-b][1,3]oxazol]-3'-one